FC1=C(C2=C(N=C(O2)S)C=C1)F 6,7-difluorobenzo[d]oxazole-2-thiol